FC1=C(C=CC(=C1)F)C1=C(C(=CN1S(=O)(=O)C=1C=NC(=CC1)OC)CO)OC (5-(2,4-Difluorophenyl)-4-methoxy-1-((6-methoxypyridin-3-yl)sulfonyl)-1H-pyrrol-3-yl)methanol